C(C)(C)(C)OC(=O)NC1=C(C2=C(S1)C(=CC=C2C2=C1C=NN3C1=C(C=C2F)C(N2C(C3)CN(CC2)C(=O)[O-])=O)F)C#N 3-(2-((tert-butoxycarbonyl)amino)-3-cyano-7-fluorobenzo[b]thiophen-4-yl)-4-fluoro-6-oxo-8,9,11a,12-tetrahydro-6H-pyrazino[2',1':3,4][1,4]diazepino[6,7,1-hi]indazole-10(11H)-carboxylate